COC=1C=CC(=NC1)C(=O)N[C@@H](C)C1=NC(=NC(=C1)NC1=NC=C(C=C1)C(F)(F)F)N1CCOCC1 (S)-5-methoxy-N-(1-(2-morpholino-6-((5-(trifluoromethyl)pyridine-2-yl)amino)pyrimidin-4-yl)ethyl)picolinamide